BrC=1C=C2C(=NC1)NC(=C2)COCC 5-bromo-2-(ethoxymethyl)-1H-pyrrolo[2,3-b]pyridine